(3R,4R)-3-(dimethylamino)-4-hydroxypyrrolidine-1-carboxylic acid tert-butyl ester C(C)(C)(C)OC(=O)N1C[C@H]([C@@H](C1)O)N(C)C